4-acetyl-N-(4-cyanobenzyl)-1-methyl-1H-pyrrole-2-carboxamide C(C)(=O)C=1C=C(N(C1)C)C(=O)NCC1=CC=C(C=C1)C#N